C(CCCCCCCC)C(CCCCCCCC(=O)O)C(CCCCCCCCC(=O)O)CCCCCCCC 9-nonyl-10-octylnonadecanedioic acid